1-((1-(2-(hydroxymethyl)-4-(1-(tetrahydro-2H-pyran-2-yl)-1H-pyrazol-4-yl)phenyl)piperidin-4-yl)methyl)pyrrolidin-2-one OCC1=C(C=CC(=C1)C=1C=NN(C1)C1OCCCC1)N1CCC(CC1)CN1C(CCC1)=O